NC=1NC(C=2N=CN(C2N1)[C@@H]1C([C@@H]([C@H](C1)O)CO[P@](=O)(OC1=CC=CC=C1)N[C@@H](C)C(=O)OC(C)C)=C)=O 2-amino-1,9-dihydro-9-[(1S,3R,4S)-4-hydroxy-3-((S)-((S)-1-isopropoxycarbonylethylamino-phenoxy-phosphoryl)-oxymethyl)-2-methylenecyclopentyl]-6H-purin-6-one